(Z)-2-((2-butyl-benzo[d]oxazol-6-yl)methyl)-3-fluoroprop-2-en-1-amine C(CCC)C=1OC2=C(N1)C=CC(=C2)C/C(/CN)=C/F